N1[C@H](CCCC1)C(=O)OC methyl (R)-piperidine-2-carboxylate